3-methyl-N-(1-((4-methyl-2-((1R,5S)-2-oxo-3-azabicyclo[3.1.0]hexan-3-yl)pyrimidin-5-yl)methyl)-1H-pyrazol-4-yl)pyrazine-2-carboxamide CC=1C(=NC=CN1)C(=O)NC=1C=NN(C1)CC=1C(=NC(=NC1)N1C([C@@H]2C[C@@H]2C1)=O)C